ethyl 7-bromo-4-fluorospiro[benzo[d][1,3]dioxole-2,1'-cyclobutane]-5-carboxylate BrC1=CC(=C(C2=C1OC1(CCC1)O2)F)C(=O)OCC